1,4-bis[(3-(3-amino-propyl)-palmityl-amino)propyl]piperazine NCCCC(CCNCCCN1CCN(CC1)CCCNCCC(CCCCCCCCCCCCC)CCCN)CCCCCCCCCCCCC